4-[3-(4-Bromo-phenyl)-3-oxo-propenylamino]-N-(4,6-dimethyl-pyrimidin-2-yl)-benzenesulfonamide BrC1=CC=C(C=C1)C(C=CNC1=CC=C(C=C1)S(=O)(=O)NC1=NC(=CC(=N1)C)C)=O